C[C@@H]1CC2=NN3C(C=4N(CCC3)C=NN4)=C2CN1C(=O)OC(C)(C)C (11R)-tert-Butyl 11-methyl-6,7,10,11-tetrahydro-5H-pyrido-[4',3':3,4]pyrazolo[1,5-a][1,2,4]triazolo[3,4-c][1,4]diazepine-12(13H)-carboxylate